5-((4-(2-(2-methoxyphenoxy)ethyl)piperazin-1-yl)sulfonyl)indoline-2,3-dione COC1=C(OCCN2CCN(CC2)S(=O)(=O)C=2C=C3C(C(NC3=CC2)=O)=O)C=CC=C1